Cl.N[C@@H](CC1=CC=CC=C1)C(=[18O])[18OH] L-phenylalanine-18O2 hydrochloride